FC(OC=1C=C(C=CC1)S(=O)(=O)N1CC2(C1)CN(C2)C=O)(F)F [2-[3-(trifluoromethoxy)phenyl]sulfonyl-2,6-diazaspiro[3.3]heptan-6-yl]methanone